ClC=1C=C(OC2C(C(C2(C)C)NC(=O)C2(CC2)C(=O)O)(C)C)C=CC1C#N 1-(((1s,3s)-3-(3-chloro-4-cyanophenoxy)-2,2,4,4-tetramethylcyclobutyl)carbamoyl)cyclopropane-1-carboxylic acid